4-((3aS,7aR)-7a-fluoro-1-oxooctahydro-2H-pyrrolo[3,4-c]pyridin-2-yl)-3-methylbenzoic acid F[C@@]12[C@@H](CNCC1)CN(C2=O)C2=C(C=C(C(=O)O)C=C2)C